4-(1-methyl-1H-indazol-6-yl)-2-[2-(1,3,4-oxadiazol-2-yl)prop-2-en-1-yl]-2,3-dihydro-1H-isoindol-1-one CN1N=CC2=CC=C(C=C12)C1=C2CN(C(C2=CC=C1)=O)CC(=C)C=1OC=NN1